FC1=C(C=CC=C1C(F)(F)F)N(C(=O)NC=1C=NC(=C(C1)F)N1C=NC(=C1)C1(SCCC1)C)C 1-(2-fluoro-3-(trifluoromethyl)phenyl)-3-(5-fluoro-6-(4-(2-methyltetrahydrothiophen-2-yl)-1H-imidazol-1-yl)pyridin-3-yl)-1-methylurea